4-Trifluoromethylphenylquinazoline FC(C1=CC=C(C=C1)C1=NC2=CC=CC=C2C=N1)(F)F